C(C1=CC=CC=C1)N(CC(CCN1N=CC=C(C1=O)C1=CC=CC=C1)O)C 2-(4-(benzyl(methyl)amino)-3-hydroxybutyl)-4-phenylpyridazin-3(2H)-one